ClC=1C=CC2=C(N(C(=N2)CN2C(C3=CC=CC=C3C2=O)=O)CC)C1 2-[(6-chloro-1-ethyl-1H-1,3-benzodiazol-2-yl)methyl]-2,3-dihydro-1H-isoindole-1,3-dione